O=C1OC=CC(=C1)OC1=CC=CC=C1 2-oxo-4-phenoxy-2H-pyran